(S)-N-(1,6-dioxo-1-(pyrrolidin-1-yl)hexan-2-yl)benzamide O=C([C@H](CCCC=O)NC(C1=CC=CC=C1)=O)N1CCCC1